(R)-2-((1-(2-(5-(difluoromethyl)isoindolin-2-yl)-3,7-dimethyl-4-oxo-4H-pyrido[1,2-a]pyrimidin-9-yl)ethyl)amino)benzoic acid FC(C=1C=C2CN(CC2=CC1)C=1N=C2N(C(C1C)=O)C=C(C=C2[C@@H](C)NC2=C(C(=O)O)C=CC=C2)C)F